(S,E)-3-(2,3-dimethylphenyl)-6-(2-(hydroxymethyl)-4-(methoxyimino)pyrrolidine-1-carbonyl)pyrimidin-4(3H)-one CC1=C(C=CC=C1C)N1C=NC(=CC1=O)C(=O)N1[C@@H](C\C(\C1)=N/OC)CO